OC/C(=C/CNC1=C2N=CN(C2=NC=N1)C1[C@H](O)[C@@H](O)[C@H](O)[C@H](O1)CO)/C 6-(E)-(4-hydroxy-3-methylbut-2-en-1-ylamino)-9-glucopyranosylpurine